BrC1=CC=C(O1)CN(C(C1=C(C=CC=C1)Cl)=O)CC1=C(C=CC(=C1)Cl)N(S(=O)(=O)C=1C=CC2=C(C(=C(O2)C(=O)O)C)C1)CC 5-(N-(2-((N-((5-bromofuran-2-yl)methyl)-2-chlorobenzoylamino)methyl)-4-chlorophenyl)-N-ethylsulfamoyl)-3-methylbenzofuran-2-carboxylic acid